(2R,3S,4R,5S)-2,3,4,5-tetrahydroxy-5-(3-(trifluoromethyl)phenyl)pentanoic acid ethyl ester C(C)OC([C@@H]([C@H]([C@@H]([C@H](C1=CC(=CC=C1)C(F)(F)F)O)O)O)O)=O